ClC1=CC(=CC(=N1)N1C(C2=CC(=CC(=C2C1)C(F)(F)F)CN1C[C@H](CCC1)C)=O)C1(CC(C1)C)N1NCN(C1)C 2-{6-chloro-4-[3-methyl-1-(4-methyl-1,2,4-triazacyclopentyl)cyclobutyl]pyridin-2-yl}-6-{[(3S)-3-methylpiperidin-1-yl]methyl}-4-(trifluoromethyl)-2,3-dihydro-1H-isoindol-1-one